CN1C(N(C=2N=C3N(C2C1=O)CCS3(=O)=O)CC#C)=O 3-methyl-1-(prop-2-yn-1-yl)-6,7-dihydrothiazolo[2,3-f]purin-2,4(1H,3H)-dione 8,8-dioxide